COCOC=1C=C2CCC3C(C2=C(C1)B1OC(C(O1)(C)C)(C)C)(C3)C 2-(5-(methoxymethoxy)-7b-methyl-1a,2,3,7b-tetrahydro-1H-cyclopropa[a]naphthalen-7-yl)-4,4,5,5-tetramethyl-1,3,2-dioxaborolane